4-methoxy-5-(1-methyl-1H-pyrazole-4-yl)-N-(2-cyano-3-(2-dimethylaminoethoxy)pyridine-5-yl)2-aminopyrimidine COC1=NC(N(C=C1C=1C=NN(C1)C)C=1C=C(C(=NC1)C#N)OCCN(C)C)N